FC1CC(C1)CC(=O)NC=1C=C(SC1)C1=CN=CC(=N1)C1=CC(=C(C(=O)N(C2CC3(CN(C3)C)C2)C)C=C1)OC 4-(6-(4-(2-(3-fluorocyclobutyl)acetamido)thiophen-2-yl)pyrazin-2-yl)-2-methoxy-N-methyl-N-(2-methyl-2-azaspiro[3.3]heptan-6-yl)benzamide